methyl (S)-3-amino-4-methylpentanoate N[C@@H](CC(=O)OC)C(C)C